N-benzylpyridine chloride salt [Cl-].C(C1=CC=CC=C1)N1CC=CC=C1